NCCNC(CN1CCNCCNCCNCC1)=O 10-(2-((2-aminoethyl)amino)-2-oxo-ethyl)-1,4,7,10-tetraazacyclododecane